3-((6-(3-Methylisoxazol-4-yl)-1-oxoisoquinolin-2(1H)-yl)methyl)-N-((1-(2,2,2-trifluoroethyl)piperidin-4-yl)methyl)benzamide CC1=NOC=C1C=1C=C2C=CN(C(C2=CC1)=O)CC=1C=C(C(=O)NCC2CCN(CC2)CC(F)(F)F)C=CC1